COC1=NC2=CC=CC=C2C(=C1)NCCC1=CC=C(C=C1)NS(=O)(=O)C N-(4-(2-((2-Methoxychinolin-4-yl)amino)ethyl)phenyl)methansulfonamid